C(C)(C)(C)OC(=O)N1CC(CCC1)C1=C(C=C(C(=C1)OC)C(F)(F)F)OC1CC1 3-(2-Cyclopropoxy-5-methoxy-4-(trifluoromethyl)phenyl)piperidine-1-carboxylic acid tert-butyl ester